N-[3-[1H-imidazol-5-ylmethyl(methyl)amino]phenyl]-N-isobutyl-cyclohexanecarboxamide N1C=NC=C1CN(C=1C=C(C=CC1)N(C(=O)C1CCCCC1)CC(C)C)C